Cl.O1CC(CC1)N tetrahydrofuran-3-amine hydrochloride